BrC1=CC=C(C=C1)C12CCNCC2C1 6-(4-bromophenyl)-3-azabicyclo[4.1.0]Heptane